ClC1=NC(=CC(=N1)N1[C@@H](COCC1)C)CS(=O)(=O)C (R)-4-(2-chloro-6-((methylsulfonyl)methyl)pyrimidin-4-yl)-3-methyl-morpholine